ClC1=C2C(N(C(=NC2=CC=C1)[C@H]1N(C[C@@H](C1)O)C(=O)OC(C)(C)C)C)=O tert-butyl (2S,4R)-2-(5-chloro-3-methyl-4-oxo-3,4-dihydroquinazolin-2-yl)-4-hydroxypyrrolidine-1-carboxylate